C(C#C)OCCOCCOCCN1N=CC=C1 1-(2-(2-(2-(prop-2-yn-1-yloxy)ethoxy)ethoxy)ethyl)-1H-pyrazole